(R)-2-(3-(4-amino-2-oxo-3-(4-phenoxyphenyl)-2,3-dihydro-1H-imidazo[4,5-c]pyridin-1-yl)piperidine-1-carbonyl)-6-hydroxy-4-(2-hydroxyethyl)hex-2-enenitrile NC1=NC=CC2=C1N(C(N2[C@H]2CN(CCC2)C(=O)C(C#N)=CC(CCO)CCO)=O)C2=CC=C(C=C2)OC2=CC=CC=C2